O1C(CCCC1)N1N=CC(=C1)C1=CC=C(C=C1)N1CC(CC1)CN1CCCC1 ((1-(4-(1-(tetrahydro-2H-pyran-2-yl)-1H-pyrazol-4-yl)phenyl)pyrrolidin-3-yl)methyl)pyrrolidine